methyl (S)-3-(4-allylphenyl)-2-aminopropanoate C(C=C)C1=CC=C(C=C1)C[C@@H](C(=O)OC)N